7-Bromoquinoxalin BrC1=CC=C2N=CC=NC2=C1